FC=1C=C(C=CC1F)C1=C(N=C(C2=CC3=C(C=C12)C=NN3)OC3=CC=C(C(=O)O)C=C3)C(CO)(C)C 4-[[5-(3,4-difluorophenyl)-6-(2-hydroxy-1,1-dimethyl-ethyl)-1H-pyrazolo[4,3-g]isoquinolin-8-yl]oxy]benzoic acid